8-(5-(1-methylcyclohexyloxycarbonyl)naphthyl)-tetracyclo[4.4.0.12,5.17,10]-3-dodecene CC1(CCCCC1)OC(=O)C1=C2C=CC=C(C2=CC=C1)C1C2C3C4C=CC(C3C(C1)C2)C4